N[C@@H](CC(=O)OCC)C(=O)OCC.N[C@@H](CC(=O)OCC)C(=O)OCC tetraethyl di-aspartate